3,3',5,5'-Tetrakis(hydroxymethyl)-[1,1'-biphenyl]-4,4'-diol OCC=1C=C(C=C(C1O)CO)C1=CC(=C(C(=C1)CO)O)CO